CN1N=C2N=CC(=CC2=C1)C1=CC=C2C(=N1)SC(=C2)CO (6-(2-methyl-2H-pyrazolo[3,4-b]pyridin-5-yl)thieno[2,3-b]pyridin-2-yl)methanol